C(C)(=O)N1CCC(CC1)(O)C=1C(N(C2=C(C(=NC(=C2C1)N[C@H](C)C=1C(=C(C#N)C=CC1)C)C)C#CC(C)(C)N)C)=O (R)-3-(1-((3-(1-acetyl-4-hydroxypiperidin-4-yl)-8-(3-amino-3-methylbutan-1-yn-1-yl)-1,7-dimethyl-2-oxo-1,2-dihydro-1,6-naphthyridin-5-yl)amino)ethyl)-2-methylbenzonitrile